ClC1=CC(=NC=C1B1OC(C(O1)(C)C)(C)C)OC 4-chloro-2-methoxy-5-(4,4,5,5-tetramethyl-1,3,2-dioxaborolan-2-yl)pyridine